3-((3-bromopyridin-2-yl)methyl)-2-((1r,3r)-3-ethynylcyclobutyl)isoindolin-1-one BrC=1C(=NC=CC1)CC1N(C(C2=CC=CC=C12)=O)C1CC(C1)C#C